5,5'-dimethyl-2,4'-diaminobiphenyl CC=1C=CC(=C(C1)C1=CC=C(C(=C1)C)N)N